CC=1C2=C(N(N1)C)CNC2 dimethyl-4,6-dihydro-1H-pyrrolo[3,4-c]pyrazol